4-(2-((1-(1-Acetylazetidin-3-yl)-1H-pyrazol-4-yl)amino)-5-methylpyrimidin-4-yl)benzoic Acid C(C)(=O)N1CC(C1)N1N=CC(=C1)NC1=NC=C(C(=N1)C1=CC=C(C(=O)O)C=C1)C